8,8'-(((3-hydroxy-cyclobutyl)meth-yl)azanediyl)bis-(N,N-dioctyloctan-amide) OC1CC(C1)CN(CCCCCCCC(=O)N(CCCCCCCC)CCCCCCCC)CCCCCCCC(=O)N(CCCCCCCC)CCCCCCCC